(4-(trifluoromethyl)-2-(6-(trifluoromethyl)pyrimidin-4-yl)phenyl)-5,6-diazaspiro[3.5]non-8-ene-8-carboxamide hydrochloride Cl.FC(C1=CC(=C(C=C1)C1CCC12NNCC(=C2)C(=O)N)C2=NC=NC(=C2)C(F)(F)F)(F)F